3,4-diamino diphenyl ether C1=CC=C(C=C1)OC2=CC(=C(C=C2)N)N